BrC1=CC(=C(C(=O)N)C(=C1)F)F 4-bromo-2,6-difluorobenzoamide